BrC=1N=C2C(=NC1C)N(C(=C(C2=O)N2CCN(CC2)C(=O)OC(C)(C)C)CC)CC(=O)NC2=C(C=C(C=C2)C(F)(F)F)Cl tert-butyl 4-(2-bromo-5-(2-((2-chloro-4-(trifluoromethyl)phenyl)amino)-2-oxoethyl)-6-ethyl-3-methyl-8-oxo-5,8-dihydropyrido[2,3-b]pyrazin-7-yl)piperazine-1-carboxylate